C(CCCCCCCCCCCCCCCCC)(=O)OCC(COC(CCCCCCCCCCCCCCCCC)=O)(COC(CCCCCCCCCCCCCCCCC)=O)COC(CCCCCCCCCCCCCCCCC)=O pentaerythritol tetra-stearate